N-(2-(3-chloro-7-(3-methoxypropoxy)naphthalen-1-yl)ethyl)acetamide ClC=1C=C(C2=CC(=CC=C2C1)OCCCOC)CCNC(C)=O